8-ethyl-7,8-dihydropyrido[2',3':4,5]pyrrolo[1,2-a]pyrazin-9(6H)-one C(C)N1C(C=2N(CC1)C1=C(C2)N=CC=C1)=O